Di-ethyl Phthalate C(C=1C(C(=O)OCC)=CC=CC1)(=O)OCC